tert-butyl (3R)-4-[1-(2,6-dioxo-3-piperidyl)-3-methyl-2-oxo-benzimidazol-5-yl]-3-methyl-piperazine-1-carboxylate O=C1NC(CCC1N1C(N(C2=C1C=CC(=C2)N2[C@@H](CN(CC2)C(=O)OC(C)(C)C)C)C)=O)=O